C(=O)(O)CCC(=O)O 1,2-dicarboxyethane